N[C@H]1CC[C@@H]2CCN([C@@H]2C1)C1=CC2=C(C[C@H](CO2)NC(=O)C2=C(C=3C(=NC(=CC3)C)S2)N)C=C1 N-[(3R)-7-[(3aR,6S,7aR)-6-amino-octahydro-1H-indol-1-yl]-3,4-dihydro-2H-1-benzopyran-3-yl]-3-amino-6-methylthieno[2,3-b]pyridine-2-carboxamide